CS(=O)(=O)OCC(=C(CCC=C(CCC=C(CCC=C(C)C)C)C)C)OCC 2-ethoxy-3,7,11,15-tetramethylhexadeca-2,6,10,14-tetraen-1-yl methanesulfonate